O=C(CCC(=O)O)NC1=C(C=CC=C1)NC1=CC2=C(NC(N2)=O)C=C1 4-oxo-4-[2-[(2-oxo-1,3-dihydrobenzimidazol-5-yl)amino]Anilino]butyric acid